ClC=1C=C2C(=C(C=NC2=CC1)N)N[C@H]1C[C@H](OCC1)C 6-Chloro-N4-[(2R,4R)-2-methyltetrahydro-2H-pyran-4-yl]quinoline-3,4-diamine